5-(2-(((3s,5s,7s)-adamantan-1-yl)amino)-2-oxoacetyl)-N-(4-fluoro-3-methylphenyl)-1,2,4-trimethyl-1H-pyrrole-3-carboxamide C12(CC3CC(CC(C1)C3)C2)NC(C(=O)C2=C(C(=C(N2C)C)C(=O)NC2=CC(=C(C=C2)F)C)C)=O